1-((2-(trimethylsilyl)ethoxy)methyl)-1H-1,2,4-triazole-3-carbaldehyde C[Si](CCOCN1N=C(N=C1)C=O)(C)C